C(#N)CNC(=O)C1=CC=C(C=C1)C1=NC(=NC=C1)NC1=C(C=C(C(=O)NC2CCN(CC2)C)C=C1)OC 4-(4-(4-(cyanomethylcarbamoyl)phenyl)pyrimidin-2-ylamino)-3-methoxy-N-(1-methylpiperidin-4-yl)benzamide